C(C)(C)(C)OC(=O)N[C@@H](COCCF)C(=O)O N-(tert-Butoxycarbonyl)-O-(2-fluoroethyl)-L-serine